(S)-4-methyl-3-(1-(2-((1-methyl-1H-pyrazol-4-yl)amino)pyrimidin-5-yl)pyrrolidin-3-yl)-N-(3-(trifluoromethyl)phenyl)benzamide CC1=C(C=C(C(=O)NC2=CC(=CC=C2)C(F)(F)F)C=C1)[C@H]1CN(CC1)C=1C=NC(=NC1)NC=1C=NN(C1)C